2,3-dihydro-1H-pyrrolopyrrol N1CCC2=C1C=CN2